C(CCCC=C)C1C2(NCC(N2)=O)CCC1 6-(5-hexenyl)-1,4-diazaspiro[4.4]nonan-2-one